N-(6-amino-5-ethyl-3-pyridyl)-2-[(2R,5S)-5-methyl-2-[2-(8-methyl-8-azabicyclo[3.2.1]octan-3-yl)-1,3-benzothiazol-5-yl]-1-piperidyl]-2-oxo-acetamide NC1=C(C=C(C=N1)NC(C(=O)N1[C@H](CC[C@@H](C1)C)C=1C=CC2=C(N=C(S2)C2CC3CCC(C2)N3C)C1)=O)CC